[O-]S(=O)(=O)C(F)(F)F.C1(=CC=CC=C1)[S+](C(F)(F)F)C1=CC=CC=C1 diphenyl-(trifluoromethyl)-sulfonium triflate